3-[[4-(2-Benzyloxy-6-methyl-phenyl)-6-chloro-pyrimidin-2-yl]sulfamoyl]benzoic acid C(C1=CC=CC=C1)OC1=C(C(=CC=C1)C)C1=NC(=NC(=C1)Cl)NS(=O)(=O)C=1C=C(C(=O)O)C=CC1